N-(3-Chloro-4-(2H-1,2,3-triazol-2-yl)phenyl)-1-(1-oxo-1,2-dihydroisochinolin-5-yl)-5-(trifluoromethyl)-1H-pyrazol-4-carboxamid ClC=1C=C(C=CC1N1N=CC=N1)NC(=O)C=1C=NN(C1C(F)(F)F)C1=C2C=CNC(C2=CC=C1)=O